6-(2,4-dimethoxybenzylamino)-4-(3-(3-fluorophenyl)-3,8-dimethyl-1,5-dioxo-1,2,3,5-tetrahydroimidazo[1,5-a]pyridin-6-ylamino)nicotinic acid COC1=C(CNC2=NC=C(C(=O)O)C(=C2)NC2=CC(=C3N(C2=O)C(NC3=O)(C)C3=CC(=CC=C3)F)C)C=CC(=C1)OC